BrC1=NC(=CC(=C1)C)C1(COCC1)OC 2-Bromo-6-(3-methoxytetrahydrofuran-3-yl)-4-methyl-pyridine